2-(2-Bromo-5-cyclopropyl-7-oxo-[1,2,4]triazolo[1,5-a]pyrimidin-4(7H)-yl)-N-(2-chloro-4-(trifluoromethyl)phenyl)acetamide BrC1=NN2C(N(C(=CC2=O)C2CC2)CC(=O)NC2=C(C=C(C=C2)C(F)(F)F)Cl)=N1